CC=1N=NSC1C(=O)NCC=1C=C2C(=C(NC2=CC1)C1CCOCC1)C 4-methyl-N-((3-methyl-2-(tetrahydro-2H-pyran-4-yl)-1H-indol-5-yl)methyl)-1,2,3-thiadiazole-5-carboxamide